N2-(4-amino-phenyl)-4-(4-methyl-piperazin-1-yl)-benzene-1,2-diamine NC1=CC=C(C=C1)NC=1C(=CC=C(C1)N1CCN(CC1)C)N